tetrazolecarboxamide N1N=NN=C1C(=O)N